N-(3-Fluorophenyl)-N1-(2-methoxyphenyl)-6-morpholin-4-yl-[1,3,5]triazine-2,4-diamine hydrochloride Cl.FC=1C=C(C=CC1)NC1N(C(=NC(=N1)N)N1CCOCC1)C1=C(C=CC=C1)OC